CC1=C(C=C(C(=C1)OC1=CC(=CC=C1)SCC(F)(F)F)C)N=CN(C)CC N'-(2,5-dimethyl-4-{3-[(2,2,2-trifluoroethyl)sulfanyl]phenoxy}-phenyl)-N-ethyl-N-methylimidoformamide